9-Butyl-2-Fluoro-9h-Purin C(CCC)N1C2=NC(=NC=C2N=C1)F